FC=1C=C(COC2=CC=C(C=C2)[C@@H]2N(OCC2)C2=CC(=NC=N2)NC=2C(=CC(=C(C2)NC(C=C)=O)N2CCN(CC2)C)OC)C=CC1 (R)-N-(5-((6-(3-(4-((3-fluorobenzyl)oxy)phenyl)isoxazolidin-2-yl)pyrimidin-4-yl)amino)-4-methoxy-2-(4-methylpiperazin-1-yl)phenyl)acrylamide